trans-4-(((trans-4-(3-Cyano-4-methoxyphenyl)cyclohexyl)methyl)(4-(1-isopropyl-1H-pyrazol-4-yl)pyridin-2-yl)carbamoyl)cyclohexyl (2-hydroxyethyl)carbamate OCCNC(O[C@@H]1CC[C@H](CC1)C(N(C1=NC=CC(=C1)C=1C=NN(C1)C(C)C)C[C@@H]1CC[C@H](CC1)C1=CC(=C(C=C1)OC)C#N)=O)=O